[Si](C)(C)(C(C)(C)C)C(C#CCCCC)=O 1-(tert-butyldimethylsilyl)-2-heptyn-1-one